3-pentadecylglutaric acid C(CCCCCCCCCCCCCC)C(CC(=O)O)CC(=O)O